ClC=1C=C2C(=CC1)NC(C21CCN(CC1)CCOC1=CC2=C(N(C(NC2)=O)C2CC(C2)(C)O)N=C1)=O 5-chloro-1'-[2-({2-oxo-1-[(cis)-3-hydroxy-3-methylcyclobutyl]-1H,2H,3H,4H-pyrido[2,3-d]pyrimidin-6-yl}oxy)ethyl]-1,2-dihydrospiro[indole-3,4'-piperidin]-2-one